C(#C)C=1C=CC=C2C=C(C=C(C12)C1=C(C=2N=CN=C(C2C=N1)N1CCN(CC1)C(C=C)=O)F)O 1-(4-(7-(8-ethynyl-3-hydroxynaphthalen-1-yl)-8-fluoropyrido[4,3-d]pyrimidin-4-yl)piperazin-1-yl)prop-2-en-1-one